C(=O)(O)C1=CC(=C(C=C(C(=O)OCC)C#N)C=C1)O ethyl 4-carboxy-2-hydroxy-α-cyanocinnamate